1-((1-acetylpiperidin-3-yl)methyl)-4-chloro-N-(5-((4-fluorophenyl)ethynyl)-3-methylpyridin-2-yl)-1H-pyrazole-5-carboxamide C(C)(=O)N1CC(CCC1)CN1N=CC(=C1C(=O)NC1=NC=C(C=C1C)C#CC1=CC=C(C=C1)F)Cl